7-(1H-indol-3-yl)-9-(4-methoxyphenyl)-6,9-dihydro-1H-pyrazolo[3,4-f]quinoline-8-carbonitrile N1C=C(C2=CC=CC=C12)C=1NC2=CC=C3C(=C2C(C1C#N)C1=CC=C(C=C1)OC)NN=C3